5-chloro-N-((1r,4r)-4-((3-(2,4-dichlorophenyl)-2-oxo-2,3-dihydro-1H-imidazo[4,5-b]pyridin-1-yl)methyl)cyclohexyl)-2-methylnicotinamide ClC=1C=NC(=C(C(=O)NC2CCC(CC2)CN2C(N(C3=NC=CC=C32)C3=C(C=C(C=C3)Cl)Cl)=O)C1)C